2-Hydroxy-5-((2-(3-nonanamidophenyl)pyrimidin-5-yl)methoxy)benzoic acid OC1=C(C(=O)O)C=C(C=C1)OCC=1C=NC(=NC1)C1=CC(=CC=C1)NC(CCCCCCCC)=O